(E)-dimethyl-(styryl)(phenyl)silane C[Si](C1=CC=CC=C1)(\C=C\C1=CC=CC=C1)C